tert-butyl (1-(4-bromo-1H-pyrazolo[3,4-c]pyridin-7-yl)-4-methylpiperidin-4-yl)carbamate BrC1=C2C(=C(N=C1)N1CCC(CC1)(C)NC(OC(C)(C)C)=O)NN=C2